COC1=C(C=C(C=C1)NC(C=C)=O)\C=C\[C@@H]1CC[C@H](CC1)C(F)(F)F N-(4-methoxy-3-((E)-2-(trans-4-(trifluoromethyl)-cyclohexyl)vinyl)phenyl)-acrylamide